C(C)(C)(C)OC(NC1=C(C2=C(S1)C=CC(=C2C2=C(C=C1C(=NC(=NC1=C2F)OC[C@@]/2(CN(CC\C2=C/F)C)C)O)Cl)F)C#N)=O (4-(6-chloro-8-fluoro-2-(((S,E)-4-(fluoromethylene)-1,3-dimethylpiperidin-3-yl)methoxy)-4-hydroxyquinazolin-7-yl)-3-cyano-5-fluorobenzo[b]thiophen-2-yl)carbamic acid tert-butyl ester